C(CC(=O)C)(=O)[O-].C(CCCCCCCCCCCCCCCCC)[Al+] stearyl-aluminum monoacetoacetate